FC1=CC=C(C=C1)C(C[Se]C1=CC=CC=C1)O 1-(4-fluorophenyl)-2-(phenylseleno)ethane-1-ol